N-(5-fluoro-2-methoxy-6-(trifluoromethyl)pyridin-3-yl)-6-(methoxy-d3)-6-(trifluoromethyl)-4,5,6,7-tetrahydro-1H-indole-3-sulfonamide FC=1C=C(C(=NC1C(F)(F)F)OC)NS(=O)(=O)C1=CNC=2CC(CCC12)(C(F)(F)F)OC([2H])([2H])[2H]